FC1(CCN(CC1)C=1SC2=C(N1)OC=1C=CC=CC1C2=O)F (4,4-difluoropiperidin-1-yl)-9H-chromeno[2,3-d]thiazol-9-one